C(C1=CC=CC=C1)OCCN1C=CC=2C1=NC(=CC2CO)Cl (1-(2-(benzyloxy)ethyl)-6-chloro-1H-pyrrolo[2,3-B]pyridin-4-yl)methanol